2-Dicyclohexylphosphino-1,1'-biphenyl C1(CCCCC1)P(C1=C(C=CC=C1)C1=CC=CC=C1)C1CCCCC1